(3S,4R,5R)-3,4-dihydroxy-5-(hydroxymethyl)-3-methyldihydrofuran-2(3H)-one O[C@@]1(C(O[C@@H]([C@H]1O)CO)=O)C